(S)-1'-(5-(cyclopropylthio)pyrazin-2-yl)-1,3-dihydrospiro[indene-2,4'-piperidin]-1-amine C1(CC1)SC=1N=CC(=NC1)N1CCC2(CC1)[C@@H](C1=CC=CC=C1C2)N